lithium phosphorus sulfur chlorosulfide ClSCl.[S].[P].[Li]